C(C)(C)(C)OC(=O)NC[C@@H](C)N1N=C(C=C1C(=O)OC)C(=O)OC dimethyl (R)-1-(1-((tert-butoxycarbonyl) amino) propan-2-yl)-1H-pyrazole-3,5-dicarboxylate